2-(2-amino-6-((4-(isopropylsulfonyl)phenyl)amino)-9H-purin-9-yl)-N-(1-ethyl-3-methyl-1H-pyrazol-5-yl)acetamide NC1=NC(=C2N=CN(C2=N1)CC(=O)NC1=CC(=NN1CC)C)NC1=CC=C(C=C1)S(=O)(=O)C(C)C